4-((1r,3s)-3-hydroxy-3-methylcyclohexylamino)-2-((1r,4r)-4-methoxycyclohexylamino)pyrimidine-5-carboxamide O[C@@]1(C[C@@H](CCC1)NC1=NC(=NC=C1C(=O)N)NC1CCC(CC1)OC)C